2-[[3-[4-(1,1-di-methylethyl)phenyl]-2-methylpropylidene]amino]benzoic acid, methyl ester CC(C)(C)C1=CC=C(C=C1)CC(C=NC1=C(C(=O)OC)C=CC=C1)C